C(C1=CC=CC=C1)N1C([C@H]2C[C@H]3C=C[C@@]2([C@@H]1C(=O)NCC(C)C)N3S(=O)(=O)C3=C(C=CC=C3)[N+](=O)[O-])=O |o1:9,11,14,15| (3R*,3aR*,6S*,7aS*)-2-benzyl-N-isobutyl-8-[(2-nitrophenyl)sulfonyl]-1-oxo-1,2,3,6,7,7a-Hexahydro-3a,6-Epiiminoisoindole-3-Carboxamide